BrC(C(=O)CI)I 1-bromo-1,3-diiodoacetone